(4S,5S)-5-(6-bromopyridin-2-yl)-4-methyl-3-(3-naphthalen-1-ylpropanoyl)-1,3-oxazolidin-2-one BrC1=CC=CC(=N1)[C@@H]1[C@@H](N(C(O1)=O)C(CCC1=CC=CC2=CC=CC=C12)=O)C